C(C)CC(CCC)=O ethyl-pentanone